11-piperazinyl-dibenzo[b,f][1,4]thiazepin N1(CCNCC1)C1=NC2=C(SC3=C1C=CC=C3)C=CC=C2